C(CCC)OC(=O)N1C[C@@H](OCC1)\C=C(\C(=O)OC)/NC(=O)OCC1=CC=CC=C1.C=C(CC)C1=CC=CC=C1 but-1-en-2-yl-benzene butyl-(S,Z)-2-(2-(((benzyloxy)carbonyl)amino)-3-methoxy-3-oxoprop-1-en-1-yl)morpholine-4-carboxylate